7-cyclopropyl-1-phenyl-4-(2,2,2-trifluoroethoxy)quinazolin-2(1H)-one C1(CC1)C1=CC=C2C(=NC(N(C2=C1)C1=CC=CC=C1)=O)OCC(F)(F)F